N-(2-(7-((6-methylimidazo[1,2-a]pyridin-2-yl)methyl)-8-oxo-7,8-dihydro-2,7-naphthyridin-4-yl)phenyl)acetamide CC=1C=CC=2N(C1)C=C(N2)CN2C=CC=1C(=CN=CC1C2=O)C2=C(C=CC=C2)NC(C)=O